OCC1=C(C=NC=C1C1=CN(C(C(=C1)NC1=NC=C(C=C1)N1CCN(CC1)C1COC1)=O)C)N1C(C=2N(C=3CCCCC3C2)CC1)=O 2-(4-(hydroxymethyl)-5-(1-methyl-5-(5-(4-(oxetan-3-yl)piperazin-1-yl)pyridin-2-ylamino)-6-oxo-1,6-dihydropyridin-3-yl)pyridin-3-yl)-3,4,6,7,8,9-hexahydropyrazino[1,2-a]indol-1(2H)-one